E-1,1,1,2,5,5,6,6,7,7,8,8,8-tridecafluoro-4-(perfluoroethyl)-3,4-bis(trifluoromethyl)-2-octene FC(/C(=C(/C(C(C(C(C(F)(F)F)(F)F)(F)F)(F)F)(C(F)(F)F)C(C(F)(F)F)(F)F)\C(F)(F)F)/F)(F)F